OC=1C(=CC2=C(SC3=C2C=CC=C3)C1)B(O)O (3-hydroxydibenzo[b,d]thiophen-2-yl)boronic acid